5-methyl-1-(oxetan-3-yl)-6-(2-(2-(trifluoromethyl)pyridin-4-yl)-2,6-diazaspiro[3.4]octan-6-yl)-1,5-dihydro-4H-pyrazolo[3,4-d]pyrimidin-4-one CN1C(=NC2=C(C1=O)C=NN2C2COC2)N2CC1(CN(C1)C1=CC(=NC=C1)C(F)(F)F)CC2